2-[6-[6-(4-tert-butoxycarbonylpiperazin-1-yl)-3-pyridinyl]-4-fluoro-indazol-2-yl]-2-(6,7-dihydro-5H-pyrrolo[1,2-c]imidazol-1-yl)acetic acid C(C)(C)(C)OC(=O)N1CCN(CC1)C1=CC=C(C=N1)C=1C=C(C2=CN(N=C2C1)C(C(=O)O)C1=C2N(C=N1)CCC2)F